rel-(2s,3r,5s)-4-[[3-(3,4-difluoro-2-methoxy-phenyl)-5-methyl-5-(trifluoromethyl)tetrahydrofuran-2-carbonyl]amino]pyridine-2-carboxamide FC=1C(=C(C=CC1F)[C@@H]1[C@H](O[C@@](C1)(C(F)(F)F)C)C(=O)NC1=CC(=NC=C1)C(=O)N)OC |o1:8,9,11|